Cl.C(CCC)N(C=1C2=C(N=C(N1)C)N(C=C2C)C2=C(C=C(C=C2C)C)C)CC N-butyl-N-ethyl-2,5-dimethyl-7-(2,4,6-trimethylphenyl)-7H-pyrrolo[2,3-d]Pyrimidine-4-amine hydrochloride